5-[2-methyl-5-[[(1R,4R)-5-oxa-2-azabicyclo[2.2.1]heptan-4-yl]methoxy]-4-pyridyl]-N-(6-methylpyridazin-3-yl)pyrazolo[1,5-a]pyridin-2-amine CC1=NC=C(C(=C1)C1=CC=2N(C=C1)N=C(C2)NC=2N=NC(=CC2)C)OC[C@@]21CN[C@@H](CO2)C1